2-((1-(5,6-diphenylpyrazin-2-yl)-3-fluoropiperidin-4-yl)oxy)acetic acid C1(=CC=CC=C1)C=1N=CC(=NC1C1=CC=CC=C1)N1CC(C(CC1)OCC(=O)O)F